C(C=C)C1=C(C(=O)O)C=C(C=C1)F 2-allyl-5-fluorobenzoic acid